6-((2-methyl-2,4,5,6-tetrahydro-7H-pyrazolo[3,4-b]pyridin-7-yl)methyl)-2-(3-(3-((4-methyl-4H-1,2,4-triazol-3-yl)methyl)oxetan-3-yl)phenyl)-4-(trifluoromethyl)isoindolin-1-one CN1N=C2N(CCCC2=C1)CC1=CC(=C2CN(C(C2=C1)=O)C1=CC(=CC=C1)C1(COC1)CC1=NN=CN1C)C(F)(F)F